6-((6s,8S)-7-(2,2-difluoroethyl)-8-(difluoromethyl)-6,7,8,9-tetrahydro-3H-pyrazolo[4,3-f]isoquinolin-6-yl)-N-(1-(3-fluoropropyl)azetidin-3-yl)pyridin-3-amine FC(CN1[C@@H](C2=CC=C3C(=C2C[C@H]1C(F)F)C=NN3)C3=CC=C(C=N3)NC3CN(C3)CCCF)F